ClC=1C=C(C=2N(N1)C=C(N2)C)OCCCCC[C@H](CCC(F)(F)F)N[S@@](=O)C(C)(C)C (S)-N-((R)-9-((6-chloro-2-methylimidazo[1,2-b]pyridazin-8-yl)oxy)-1,1,1-trifluorononan-4-yl)-2-methylpropane-2-sulfinamide